acetic acid 3-{(S)-1-[(R*)-1-(2,3-dihydrobenzo[1,4]dioxin-2-yl)methyl]piperidin-3-yl}phenyl ester HCl Cl.O1[C@@H](COC2=C1C=CC=C2)CN2C[C@@H](CCC2)C=2C=C(C=CC2)OC(C)=O |o1:2|